ClC1=NC(=C2C(=N1)N(N=C2)[C@H]2[C@@H]([C@@H]([C@H](O2)COC(CO)(C)P(O)(O)=O)O)O)N[C@H]2CCC21CCC1 (2-(((2R,3S,4R,5R)-5-(6-chloro-4-(((S)-spiro[3.3]heptan-1-yl)-amino)-1H-pyrazolo[3,4-d]-pyrimidin-1-yl)-3,4-dihydroxy-tetrahydrofuran-2-yl)methoxy)-1-hydroxypropan-2-yl)phosphonic acid